CN1N=CC=C1N 2-Methylpyrazol-3-amin